[K+].C(C1=CC=CC=C1)OCCC1(CC1)[B-](F)(F)F (1-(2-(benzyloxy)ethyl)cyclopropyl)trifluoroborate potassium salt